C(=O)(OC(C)(C)C)N([C@@H](CCCN)C(=O)O)C(=O)OC(C)(C)C di-Boc-Ornithine